[Cl-].[Cl-].C(C)(C)C=1C(C2=CC=CC(=C2C1)C1=CC=C(C=C1)C)[Zr+2]C1C(=CC2=C(C=CC=C12)C1=CC=C(C=C1)C)C(C)C bis(2-Isopropyl-4-(4-methyl-phenyl)-indenyl)zirconium dichloride